C(C1=CC=CC=C1)NS(=O)(=O)C1=C(C=CC(=C1)C1=CN(C(C2=CC=CC=C12)=O)C)OC N-benzyl-2-methoxy-5-(2-methyl-1-oxoisoquinolin-4-yl)benzenesulfonamide